CN1OC(C2C1C(CC(C2)(C2=CC1=CC=CC=C1C=C2)C)C)(C)C 1,3,3,5,7-Pentamethyl-5-(naphthalin-2-yl)octahydrobenzo[c]isoxazol